N-(2-fluoro-4-(trifluoromethyl)phenyl)-2-(4-((1-(2-(2,6-dioxopiperidin-3-yl)-1,3-dioxoisoindolin-5-yl)azetidin-3-yl)ethynyl)-1H-pyrazol-1-yl)-2-methylpropanamide FC1=C(C=CC(=C1)C(F)(F)F)NC(C(C)(C)N1N=CC(=C1)C#CC1CN(C1)C=1C=C2C(N(C(C2=CC1)=O)C1C(NC(CC1)=O)=O)=O)=O